C(#N)C1(CC1)NS(=O)(=O)C1=CC=C2C3=C(N(C2=C1)C=1SC(=NN1)C(F)F)N=CN=C3N3CCN(CC3)C(=O)C3CCOCC3 N-(1-Cyanocyclopropyl)-9-(5-(difluoromethyl)-1,3,4-thiadiazol-2-yl)-4-(4-(tetrahydro-2H-pyran-4-carbonyl)piperazin-1-yl)-9H-pyrimido[4,5-b]indole-7-sulfonamide